C(C)(=O)OC1(C(OCCC1)(CO)C(NCC1=CC=NN1C)=O)[C@@H]1[C@H](CCCC1)O ((1S,2S)-2-hydroxycyclohexyl)((1-methyl-1H-pyrazol-5-yl)methyl)carbamoyl-(hydroxymethyl)tetrahydro-2H-pyran-3-yl acetate